[C@H]12CN(C[C@H](CC1)N2)C2=NC(=NC1=CC(=CC=C21)C=2C=C(C=C(C2)C(F)(F)F)O)OC[C@H]2N(CCC2)C 3-(4-((1R,5S)-3,8-diazabicyclo[3.2.1]octan-3-yl)-2-(((S)-1-methylpyrrolidin-2-yl)methoxy)quinazolin-7-yl)-5-(trifluoromethyl)phenol